Tert-butyl (3S,4R)-3-methyl-4-(tosyloxy)pyrrolidine-1-carboxylate C[C@H]1CN(C[C@@H]1OS(=O)(=O)C1=CC=C(C)C=C1)C(=O)OC(C)(C)C